(R)-1-(1H-indol-3-yl)-N-(2,2,2-Trifluoroethyl)propan-2-amine N1C=C(C2=CC=CC=C12)C[C@@H](C)NCC(F)(F)F